C(C)(C)(C)C1=NN(C(=C1)NC(=O)NC1=C(C=C(C=C1)OC1=C2CCC(NC2=CC=C1)=O)SC)C1=CC=CC=C1 1-(3-(tert-butyl)-1-phenyl-1H-pyrazol-5-yl)-3-(2-(methylthio)-4-((2-oxo-1,2,3,4-tetrahydroquinolin-5-yl)oxy)phenyl)urea